C(=CCCCCC)Cl heptenyl chloride